FC(=C[C@H]1CC(N(C1)[C@H](C(=O)N)CC)=O)F (2S)-2-[(4R)-4-(2,2-difluorovinyl)-2-oxopyrrolidinyl]butanamide